C1(CC1)C([C@@H](C(NC=1N=CN(C1)C(C(F)(F)F)C=1C(=NC=CC1)OC)=O)NC(=O)C=1N(N=CC1)C(C)C)C1CC1 N-[(1S)-1-(dicyclopropylmethyl)-2-oxo-2-[[1-[2,2,2-trifluoro-1-(2-methoxy-3-pyridyl)ethyl]imidazol-4-yl]amino]ethyl]-2-isopropyl-pyrazole-3-carboxamide